C1=C(C=CC2=CC=CC=C12)C(C)NC(=O)C1CCNCC1 N-(1-(naphthalen-2-yl)ethyl)piperidine-4-carboxamide